O1N=CC(CC=C1)=O oxazepine-4(5H)-one